1-[2-hydroxy-4-(trifluoromethyl)phenyl]pyrido[3,4-d]pyridazin OC1=C(C=CC(=C1)C(F)(F)F)C1=C2C(=CN=N1)C=NC=C2